2,4-dimethylaniline-6-sulfonic acid CC1=C(N)C(=CC(=C1)C)S(=O)(=O)O